BrC=1C=CC(=NC1C)CNC(C(F)(F)F)=O N-((5-bromo-6-methylpyridin-2-yl)methyl)-2,2,2-trifluoroacetamide